furano[3,2-b]pyridine-3-carboxylic acid O1C=C(C2=NC=CC=C21)C(=O)O